[C@H]12CN(C[C@H](CC1)N2)C2=NC(=NC1=C(C(=CC=C21)C2=CC(=C(C1=CC=CC=C21)F)O)F)OC[C@]21CCCN1C[C@@H](C2)F 4-(4-((1R,5S)-3,8-diazabicyclo[3.2.1]octan-3-yl)-8-fluoro-2-(((2R,7aS)-2-fluorotetrahydro-1H-pyrrolizin-7a(5H)-yl)methoxy)quinazolin-7-yl)-1-fluoronaphthalen-2-ol